N1(CCCC1)CCCNC1=C2C(=NC(=C1)C1=CC=C(C=C1)CN1CCSCC1)C=CS2 N-(3-(pyrrolidin-1-yl)propyl)-5-(4-(thiomorpholinomethyl)phenyl)thieno[3,2-b]pyridin-7-amine